CC1(OC(C(O1)C=O)C=O)C 2,2-dimethyl-1,3-dioxolane-4,5-dicarbaldehyde